N1[C@H]2[C@@](CC1)(CCC2)C2=NOC[C@H](O2)CN2CCCCC2 |o1:1,2,12| rac-rel-trans-3-((3aS,6aR)-hexahydrocyclopenta[b]pyrrol-3a(1H)-yl)-5-(piperidin-1-ylmethyl)-5,6-dihydro-1,4,2-dioxazine